7-bromo-N4-(4-methoxy-benzyl)-quinoline-3,4-diamine BrC1=CC=C2C(=C(C=NC2=C1)N)NCC1=CC=C(C=C1)OC